tert-butyl 4-[2-chloro-5-[(E)-dimethylaminomethyleneamino]pyrimidin-4-yl]-4-cyano-piperidine-1-carboxylate ClC1=NC=C(C(=N1)C1(CCN(CC1)C(=O)OC(C)(C)C)C#N)/N=C/N(C)C